C(CCCCC)C1(OC=2C=C(C=CC2C=2N=C(SC21)NC(=O)C=2C(=NC=NC2OC)OC)C(F)(F)F)C N-(4-hexyl-4-methyl-7-(trifluoromethyl)-4H-chromeno[4,3-d]thiazol-2-yl)-4,6-dimethoxypyrimidine-5-carboxamide